heptadecane-2,3-diol CC(C(CCCCCCCCCCCCCC)O)O